(E)-2-(2-chloro-6-(trifluoromethyl)styryl)-3-ethyl-N-(4-(ethylsulfonyl)benzyl)imidazo[1,2-a]pyridine-7-carboxamide ClC1=C(/C=C/C=2N=C3N(C=CC(=C3)C(=O)NCC3=CC=C(C=C3)S(=O)(=O)CC)C2CC)C(=CC=C1)C(F)(F)F